(3S,4R)-4-((4-(3-((1,4-oxazepan-4-yl)methyl)-4-isopropylquinolin-6-yl)-5-fluoropyrimidin-2-yl)amino)tetrahydro-2H-pyran-3-ol O1CCN(CCC1)CC=1C=NC2=CC=C(C=C2C1C(C)C)C1=NC(=NC=C1F)N[C@H]1[C@@H](COCC1)O